CN/C(=C\\[N+](=O)[O-])/NCCSCC1=CC=C(O1)C[N+](C)(C)[O-] The molecule is a N-oxide derivative of ranitidine. It has a role as a marine xenobiotic metabolite and a drug metabolite. It is a member of furans, a C-nitro compound and a N-oxide.